FC1=C(C=CC(=C1I)F)S(=O)(=O)N(C)CC1=CC=C(C=C1)OC 2,4-difluoro-3-iodo-N-((4-methoxyphenyl)methyl)-N-methyl-benzenesulfonamide